3-(5-(3-(4'-chloro-[1,1'-biphenyl]-2-carbonyl)-3,8-diazabicyclo[3.2.1]octan-8-yl)-1-oxoisoindolin-2-yl)piperidine-2,6-dione ClC1=CC=C(C=C1)C=1C(=CC=CC1)C(=O)N1CC2CCC(C1)N2C=2C=C1CN(C(C1=CC2)=O)C2C(NC(CC2)=O)=O